(3-(5-fluoropyrimidin-2-yl)-4-methylphenyl)-1-(1-methoxyethyl)-3-methyl-6-azabicyclo[3.1.1]heptane-6-carboxamide FC=1C=NC(=NC1)C=1C=C(C=CC1C)C1C2(N(C(CC1C)C2)C(=O)N)C(C)OC